OC(C#C)CO 3,4-dihydroxyl-1-butyne